5-((3,5-difluorobenzyl)oxy)-3-(1H-pyrazol-4-yl)pyrazolo[1,5-a]pyrimidine FC=1C=C(COC2=NC=3N(C=C2)N=CC3C=3C=NNC3)C=C(C1)F